1-isobenzofuranone C1(OCC2=CC=CC=C12)=O